1-[4-[2,3-difluoro-4-(4,4,5,5-tetramethyl-1,3,2-dioxaborolan-2-yl)phenyl]-3-(trifluoromethyl)pyrazol-1-yl]propan-2-ol FC1=C(C=CC(=C1F)B1OC(C(O1)(C)C)(C)C)C=1C(=NN(C1)CC(C)O)C(F)(F)F